ClC1=C(C(=CC=C1)F)NN1C(C2=CC(=C(C=C2C1=O)F)F)=O 2-((2-chloro-6-fluorophenyl)amino)-5,6-difluoroisoindoline-1,3-dione